tert-butyl (S)-4-((6-((5-fluoro-4-(5-fluoro-1-(fluoromethyl)-2,3-dihydro-1H-benzo[d]-pyrrolo[1,2-a]imidazol-7-yl)pyrimidin-2-yl)amino)pyridin-3-yl)-methyl)piperazine-1-carboxylate FC=1C(=NC(=NC1)NC1=CC=C(C=N1)CN1CCN(CC1)C(=O)OC(C)(C)C)C1=CC2=C(N=C3N2[C@@H](CC3)CF)C(=C1)F